BrCC1=CC=C(C=C1)C=1C(=CC=CC1)C(=O)[O-] 4'-bromomethyl-2-biphenylcarboxylate